C(C)(C)(C)OC(NCC1=CC=C(C=C1)N1C(=NC=2C1=NC=C(C2)Br)C=2C(=NC=CC2)N)=O tert-butyl-N-[[4-[2-(2-amino-3-pyridyl)-6-bromo-imidazo[4,5-b]pyridin-3-yl]phenyl]methyl]carbamate